CC1=CC=C(C=C1)S(=O)(=O)Cl C4-toluenesulfonyl chloride